(3-chlorobenzyl)(propargyl)amine ClC=1C=C(CNCC#C)C=CC1